3-(2-chloropyrimidin-4-yl)-6-cyclopropyl-7-(methoxy-d3)imidazo[1,2-b]pyridazine ClC1=NC=CC(=N1)C1=CN=C2N1N=C(C(=C2)OC([2H])([2H])[2H])C2CC2